C1=CC=C(C(=C1)CO)[N+](=O)[O-] o-nitrobenzyl alcohol